N1-(2-(dimethylamino)ethyl)-5-fluoro-N1-methyl-2-nitrobenzene-1,4-diamine CN(CCN(C1=C(C=C(C(=C1)F)N)[N+](=O)[O-])C)C